FC=1C=C(C=C(C1)F)[C@H]1N(OCC1)C(=O)C1CC(C1)NC1=CC(=NC=N1)C#N 6-((3-((S)-3-(3,5-difluorophenyl)isoxazolidine-2-carbonyl)cyclobutyl)amino)pyrimidine-4-carbonitrile